ClC1=CC=C(C=C1)C1=C(CCC(C1)(C)C)CN1CC2CCC(C1)N2CC=2C=C1C(N(C(C1=CC2)=O)C2C(NC(CC2)=O)=O)=O 5-((3-((4'-chloro-5,5-dimethyl-3,4,5,6-tetrahydro-[1,1'-biphenyl]-2-yl)methyl)-3,8-diazabicyclo[3.2.1]octane-8-yl)methyl)-2-(2,6-dioxopiperidin-3-yl)isoindoline-1,3-dione